Tert-Butyl 5-methylene-5,6,9,10-tetrahydro-4H-isoxazolo[3,4-c]pyrido[4',3':3,4]-pyrazolo[1,5-a]azepine-11(12H)-carboxylate C=C1CC=2C(C=3N(C1)N=C1C3CN(CC1)C(=O)OC(C)(C)C)=NOC2